ethyl 6-bromo-1H-indole-2-carboxylate BrC1=CC=C2C=C(NC2=C1)C(=O)OCC